N-(5-(8-ethyl-2-fluoroquinazolin-6-yl)-6-methoxypyridin-2-yl)cyclopropanesulfonamide C(C)C=1C=C(C=C2C=NC(=NC12)F)C=1C=CC(=NC1OC)NS(=O)(=O)C1CC1